(1S,3R)-3-((tert-butoxycarbonyl)amino)cyclopentane C(C)(C)(C)OC(=O)NC1CCCC1